NC(CO)C1CCN(CC1)C(=O)OC(C)(C)C tert-butyl 4-(1-amino-2-hydroxyethyl)piperidine-1-carboxylate